BrC=1N=C(C=2N(C(C(=C(N2)C)C)=O)C1)C1=C(C=C(C=C1)F)F 7-bromo-9-(2,4-difluorophenyl)-2,3-dimethyl-4H-pyrazino[1,2-a]pyrimidin-4-one